C(#N)C1=C(CNC(COC=2C=CC=C3C(=NN(C23)C)C2C(NC(CC2)=O)=O)=O)C=CC=C1 N-(2-cyanobenzyl)-2-((3-(2,6-dioxopiperidin-3-yl)-1-methyl-1H-indazol-7-yl)-oxy)acetamide